1-(3-(2-methoxyethoxy)-4-methyl-1-phenyl-1H-pyrazol-5-yl)-3-((3S,4R)-4-phenyl-1-(2,2,2-trifluoroethyl)pyrrolidin-3-yl)urea COCCOC1=NN(C(=C1C)NC(=O)N[C@@H]1CN(C[C@H]1C1=CC=CC=C1)CC(F)(F)F)C1=CC=CC=C1